C(=O)[O-].C(CCCCCCCCC)(=O)OC[N+]1(C[C@@H]2[C@@H](N3CCN(C=4C=CC=C2C34)C)CC1)CCCC(=O)C1=CC=C(C=C1)F (6bR,10aS)-8-Decanoyloxymethyl-8-[4-(4-fluoro-phenyl)-4-oxo-butyl]-3-methyl-2,3,6b,7,8,9,10,10a-octahydro-1H-pyrido[3',4':4,5]pyrrolo[1,2,3-de]quinoxalin-8-ium formate